N-[2-(cyclopropylmethoxy)ethyl]-6-(4-fluorophenyl)-2,2-dimethyl-piperazine-1-carboxamide C1(CC1)COCCNC(=O)N1C(CNCC1C1=CC=C(C=C1)F)(C)C